[Si](C1=CC=CC=C1)(C1=CC=CC=C1)(C(C)(C)C)OCC(CN1[C@@H](C=2NC3=CC=CC=C3C2C[C@H]1C)C1=CN=C(S1)O[C@H]1CN(CCC1)CCCF)(F)F 5-((1S,3R)-2-(3-((tert-Butyldiphenylsilyl)oxy)-2,2-difluoropropyl)-3-methyl-2,3,4,9-tetrahydro-1H-pyrido[3,4-b]indol-1-yl)-2-(((R)-1-(3-fluoropropyl)piperidin-3-yl)oxy)thiazole